C(C1=CC=CC=C1)SC1=CN=CC2=CC(=CC=C12)Cl 4-(benzylthio)-7-chloro-isoquinoline